(imidazo[1,2-a]pyridin-3-yl)-6-phenyl-3,4-dihydroisoquinoline-2(1H)-carboxamide N=1C=C(N2C1C=CC=C2)C2N(CCC1=CC(=CC=C21)C2=CC=CC=C2)C(=O)N